tert-butyl 5-(2-(1-amino-5-(tert-butoxy)-1,5-dioxopentan-2-yl)-1-oxoisoindolin-5-yl)-2,3-dihydro-4H-1,4-oxazine-4-carboxylate NC(C(CCC(=O)OC(C)(C)C)N1C(C2=CC=C(C=C2C1)C=1N(CCOC1)C(=O)OC(C)(C)C)=O)=O